3-[2-(3-methoxy-4-methyl-phenoxy)-4-pyridyl]-8-methyl-1,3,8-triazaspiro[4.5]decane-2,4-dione COC=1C=C(OC2=NC=CC(=C2)N2C(NC3(C2=O)CCN(CC3)C)=O)C=CC1C